O=C1C(=CC(C=C1)=C1C=C(C(C=C1)=O)C(=O)O)C(=O)O 4,4'-dioxobiphenyl-3,3'-dicarboxylic acid